6-(3-amino-8-ethynyl-7-fluoro-1-naphthyl)-1-(3,8-diazabicyclo[3.2.1]octan-3-yl)-5-fluoro-4-methyl-2,7-naphthyridine-3-carbonitrile NC=1C=C(C2=C(C(=CC=C2C1)F)C#C)C=1C(=C2C(=C(N=C(C2=CN1)N1CC2CCC(C1)N2)C#N)C)F